CN1CCN(CC1)C=1C=CC(=NC1)NN1C(C2=CC=CC(=C2C1)C1=CC(=NC=C1)C1COCC1)=O ((5-(4-methylpiperazin-1-yl)pyridin-2-yl)amino)-4-(2-(tetrahydrofuran-3-yl)pyridin-4-yl)isoindolin-1-one